O(C1=CC=CC=C1)CCN(CC[C@@H](C(=O)O)NC(CC1=NC=CN=C1)=O)CCCCC1=NC=2NCCCC2C=C1 (S)-4-((2-phenoxyethyl)(4-(5,6,7,8-tetrahydro-1,8-naphthyridin-2-yl)butyl)amino)-2-(2-(pyrazin-2-yl)acetamido)butanoic acid